C(C1=CC=CC=C1)OC(=O)N[C@H](C(=O)N([C@H](C(=O)N1[C@@H](CC1)C(=O)N([C@H](C(=O)OC(C)(C)C)CC1=CC=C(C=C1)C)CC)C)C)[C@H](CC)C tert-butyl (2S)-2-[[(2S)-1-[(2S)-2-[[(2S,3S)-2-(benzyloxycarbonylamino)-3-methyl-pentanoyl]-methyl-amino]propanoyl]azetidine-2-carbonyl]-ethyl-amino]-3-(p-tolyl)propanoate